C1(CCCCC1)[C@@H](C(=O)NC1=CC=C(C=C1)C=1C(=[N+](C=CC1C)[O-])C)NC(=O)C1=CC=NN1C (S)-3-(4-(2-cyclohexyl-2-(1-methyl-1H-pyrazole-5-carboxamido)acetamido)phenyl)-2,4-dimethylpyridine 1-oxide